N-(1-cyclopropyl-5-methyl-6-oxo-1,6-dihydropyridin-3-yl)-4-methylpiperidine-4-carboxamide trifluoroacetate FC(C(=O)O)(F)F.C1(CC1)N1C=C(C=C(C1=O)C)NC(=O)C1(CCNCC1)C